4-METHOXY-3-[(3-OXOPIPERAZIN-1-YL)METHYL]BENZALDEHYDE COC1=C(C=C(C=O)C=C1)CN1CC(NCC1)=O